(S)-2-(diethylamino)-N-(1-(4-(4-isopropyl-5-(8-methyl-[1,2,4]triazolo[1,5-a]pyridin-6-yl)-1H-pyrazol-3-yl)phenyl)ethyl)-N-methylacetamide C(C)N(CC(=O)N(C)[C@@H](C)C1=CC=C(C=C1)C1=NNC(=C1C(C)C)C=1C=C(C=2N(C1)N=CN2)C)CC